CN(C1=CC2=C(N=C(NC2=O)CN2CC(C3=CC=CC=C23)(C)C)C=N1)C 6-(dimethylamino)-2-[(3,3-dimethylindolin-1-yl)methyl]-3H-pyrido[3,4-d]pyrimidin-4-one